[B].[Ga] gallium-boron